CN(CCCNC(OC1=CC=C(C=C1)C1=C(C=C2C(=N1)N(N=C2NC(=O)C=2C=NSC2)CCCC(C)C)Br)=O)C 4-(5-bromo-3-(isothiazole-4-carboxamido)-1-(4-methylpentyl)-1H-pyrazolo[3,4-b]pyridin-6-yl)phenyl (3-(dimethylamino)propyl)carbamate